C(#N)C=1C=C(OC=2C=CC(=C(C(=O)OC)C2)F)C=CC1 methyl 5-(3-cyanophenoxy)-2-fluorobenzoate